tert-Butyl 4,4-bis(hydroxymethyl)piperidine-1-carboxylate OCC1(CCN(CC1)C(=O)OC(C)(C)C)CO